tert-butyl 3-(2-morpholino-9-phenyl-9H-purin-8-yl)pyrrolidine-1-carboxylate O1CCN(CC1)C1=NC=C2N=C(N(C2=N1)C1=CC=CC=C1)C1CN(CC1)C(=O)OC(C)(C)C